FC1=CC=C(C=C1)\C=N\S(=O)C(C)(C)C N-[(1E)-(4-fluorophenyl)methylene]-2-methylpropane-2-sulfinamide